4-1,4-xylyl-1,3-butadiene C1(CC=C(C=C1)C)(C)C=CC=C